C[C@@H]1C[C@@H](N(CC1)C(=O)N[C@H](C)\C=C\S(=O)(=O)C)C1=CC=CC=C1 (2R,4S)-4-methyl-N-((R,E)-4-(methylsulfonyl)but-3-en-2-yl)-2-phenylpiperidine-1-carboxamide